C(C)O[Si](OCC)(OCC)CN1CCCCC1 1-(triethoxysilylmethyl)piperidine